C(C)N(C(NC1=CC=C(C(=O)N)C=C1)=O)CC 4-(3,3-diethylureido)benzamide